2,6-Toluene diisocyanate CC1=C(C=CC=C1N=C=O)N=C=O